C(C)C(CCCCCCC)O ethyl-n-octanol